ClC1=C(N=C(C=2C(N3[C@@H](COC21)CN(CC3)C(=O)OC(C)(C)C)=O)C=3C(=NN(C3)C)C)C3=C(C=CC=C3OC)F tert-butyl (6aR)-4-chloro-1-(1,3-dimethyl-1H-pyrazol-4-yl)-3-(2-fluoro-6-methoxyphenyl)-12-oxo-6a,7,9,10-tetrahydro-12H-pyrazino[2,1-c]pyrido[3,4-f][1,4]oxazepine-8(6H)-carboxylate